bis-(4-aminophenyl) biphenyl-4,4'-dicarboxylate C1(=CC=C(C=C1)C(=O)OC1=CC=C(C=C1)N)C1=CC=C(C=C1)C(=O)OC1=CC=C(C=C1)N